ClC=1C=C(C(C(=O)O)=CC1C(OC)OC)N 4-chloro-5-(dimethoxymethyl)anthranilic acid